(1R,11R)-5-chloro-18-(difluoromethoxy)-2,9,12-triazapentacyclo[9.8.1.0^{2,10}.0^{3,8}.0^{14,19}]icosa-3(8),4,6,9,14(19),15,17-heptaen-13-one ClC1=CC=2N3[C@H]4C=5C(=CC=CC5C(N[C@@H](C3=NC2C=C1)C4)=O)OC(F)F